6-(cyclopentylamino)-5-nitro-2-(p-tolyl)pyrimidine-4-carboxylic acid ethyl ester C(C)OC(=O)C1=NC(=NC(=C1[N+](=O)[O-])NC1CCCC1)C1=CC=C(C=C1)C